Cl.Cl.C1(CC1)C(=O)N cyclopropanecarboxamide, bishydrochloride salt